trihydroxy-2'-methoxychalcone OC1=C(C(=C(C=C1)\C=C\C(=O)C1=C(C=CC=C1)OC)O)O